[I-].C[Si](O[Si](O[Si](C)(C)C)(O[Si](C)(C)C)CCCNC(CCCCC[N+](C)(C)C)=O)(C)C 6-((3-(1,1,1,5,5,5-hexamethyl-3-((trimethylsilyl)oxy)trisiloxan-3-yl)propyl)amino)-N,N,N-trimethyl-6-oxohexan-1-aminium iodide